2-(bromomethyl)-4-chloro-1-fluoro-benzene BrCC1=C(C=CC(=C1)Cl)F